(1r,4r)-4-(3-chloroanilino)-2'-(3-methoxy-2-methylphenyl)-2',3'-dihydrospiro[cyclohexane-1,1'-indene]-4-carboxylic acid ClC=1C=C(NC2(CCC3(C(CC4=CC=CC=C34)C3=C(C(=CC=C3)OC)C)CC2)C(=O)O)C=CC1